(2,2-diethoxyethyl) (3-methoxyphenyl) sulfide COC=1C=C(C=CC1)SCC(OCC)OCC